C(C)(C)(C)OC(=O)C(CCC[C@H](N)C(=O)O)N epsilon-((tert-butoxy)carbonyl)-L-lysine